(Z)-2-bromo-N'-methyl-N'-(pyrimidin-2-yl)-4-(1,4,4,4-tetrafluoro-3-(3,4,5-trichlorophenyl)but-1-en-1-yl)benzoyl-hydrazine BrC1=C(C(=O)NN(C2=NC=CC=N2)C)C=CC(=C1)/C(=C/C(C(F)(F)F)C1=CC(=C(C(=C1)Cl)Cl)Cl)/F